4-(2-(tert-butoxycarbonyl)hydrazinyl)-6-oxo-1-(tetrahydro-2H-pyran-4-yl)-1,6-dihydropyridine-3-carboxylic acid C(C)(C)(C)OC(=O)NNC=1C(=CN(C(C1)=O)C1CCOCC1)C(=O)O